NC[C@H](C1=CC(=CC(=C1)F)Cl)NC(=O)C=1N=CN(C1)C1=NC(=NC=C1C)NC1CC(C1)(F)F (S)-N-(2-amino-1-(3-chloro-5-fluorophenyl)ethyl)-1-(2-((3,3-difluorocyclobutyl)amino)-5-methylpyrimidin-4-yl)-1H-imidazole-4-amide